N,N'-bis-tert-butoxycarbonyl-1H-pyrazol-1-carboxamidine C(C)(C)(C)OC(=O)NC(=NC(=O)OC(C)(C)C)N1N=CC=C1